3-hydroxy-octanoic acid OC(CC(=O)O)CCCCC